CS(=O)(=O)[O-].C(CCCCCCC)[NH+]1CCC(CC1)CC 1-Octyl-4-ethylpiperidinium methansulfonat